imidazo[4,5-d]pyrrole N1=CN=C2C1=CC=N2